tert-butyl 4-{5-methoxy-4-[(3-methyl-4-{[1,2,4]triazolo[1,5-a]pyridin-7-yloxy}phenyl)amino]quinazolin-6-yl}piperazine-1-carboxylate COC1=C2C(=NC=NC2=CC=C1N1CCN(CC1)C(=O)OC(C)(C)C)NC1=CC(=C(C=C1)OC1=CC=2N(C=C1)N=CN2)C